COC1=NC2=CC=CC(=C2C=N1)N1CCN(CC1)C(C=CC(C)=O)=O 2-methoxy-5-(4-(4-oxopent-2-enoyl)piperazin-1-yl)quinazoline